C(C)(C)(C)C1=CC=2C(=NC=CC2)N1 tert-butylpyrrolo[2,3-b]pyridine